NC1(CCN(CC1)C1=NC=C(C=2N1C=NN2)SC2=C(C(=NC=C2)N)Cl)C 4-((5-(4-amino-4-methylpiperidin-1-yl)-[1,2,4]triazolo[4,3-c]pyrimidin-8-yl)thio)-3-chloropyridin-2-amine